BrCCOC=1C=C(C2=C(N(C=N2)C2CC(C2)(O)C)C1)C(F)(F)F (cis)-3-[6-(2-bromoethoxy)-4-(trifluoromethyl)-1H-1,3-benzimidazol-1-yl]-1-methylcyclobutanol